(S)-2-cyclopropyl-N-(((S)-7-ethyl-7-hydroxy-8,11-dioxo-7,8,11,13-tetrahydro-10H-[1,3]dioxolo[4,5-g]pyrano[3',4':6,7]indolizino[1,2-b]quinolin-14-yl)methyl)-2-hydroxyacetamide C1(CC1)[C@@H](C(=O)NCC1=C2C(=NC=3C=C4C(=CC13)OCO4)C4=CC1=C(C(N4C2)=O)COC([C@]1(O)CC)=O)O